C[C@@H]1CN(C(=CC1)C1=CC=C2C=CC(=NC2=C1)N1CCN(CC1)C)C(=O)OC(C)(C)C tert-Butyl (3S)-3-methyl-6-[2-(4-methylpiperazin-1-yl)-7-quinolyl]-3,4-dihydro-2H-pyridine-1-carboxylate